7-(4-aminophenyl)-8-(4-methoxyphenyl)-6-methylpyrrolo-[1,2-a]pyrazin-1-amine NC1=CC=C(C=C1)C=1C(=C2N(C=CN=C2N)C1C)C1=CC=C(C=C1)OC